CC(C(=O)C1=CC=C(C=C1)SC)(C)N1CCOCC1 2-Methyl-1-[4-(methylthio)phenyl]-2-morpholinopropan-1-on